NCC1=CC(=CS1)C(=N)NS(N)(=O)=O 5-(aminomethyl)-N-sulfamoylthiophene-3-carboxamidine